P(=O)(OCCCl)([O-])[O-] Mono-β-chloroethyl phosphate